NC=1C=C(C=CC1)S(=O)(=O)NNC(C1=CC=C(C=C1)O)=O 3-amino-N'-(4-hydroxybenzoyl)benzenesulfonohydrazide